O=C(CCNC(OCC1=CC=CC=C1)=O)NCCCNC1=C2C=NN(C2=CC(=C1)N1C=NN=C1)C1OCCCC1 Benzyl (3-oxo-3-((3-((1-(tetrahydro-2H-pyran-2-yl)-6-(4H-1,2,4-triazol-4-yl)-1H-indazol-4-yl)amino)propyl)amino)propyl)carbamate